N,N,N',N'-tetraethylenediamine CCN(CC)CCN(CC)CC